BrC=1C=CC2=CNN=C2C1 6-bromo-2H-indazole